FC1=CNC2=C(C=CC=C12)C=1C=2N(C(=NC1C)N1CCC3([C@@H]([C@@H](OC3)C)N)CC1)C=CN2 (3S,4S)-8-[8-(3-fluoro-1H-indol-7-yl)-7-methylimidazo[1,2-c]pyrimidin-5-yl]-3-methyl-2-oxa-8-azaspiro[4.5]decan-4-amine